COC=O.NC1=C(C=NC(=C1F)C1=C(C(=C(C=C1)Cl)OC)F)Cl 4-amino-3-chloro-6-(4-chloro-2-fluoro-3-methoxyphenyl)-5-fluoropyridine methyl-formate